(S)-4-fluoro-N-(1-(5-(6-fluoropyridin-2-yl)-5,6,7,8-tetrahydro-1,5-naphthyridin-2-yl)ethyl)benzamide FC1=CC=C(C(=O)N[C@@H](C)C2=NC=3CCCN(C3C=C2)C2=NC(=CC=C2)F)C=C1